C1=CC=CC=2C3=CC=CC=C3C(C12)COC(=O)N(C(C(=O)O)CCC1=C(C=CC=C1)C)C 2-((((9H-Fluoren-9-yl)methoxy)carbonyl)(methyl)amino)-4-(o-tolyl)butanoic acid